tert-butyl 5-(benzyloxy)-3-(3-hydroxypropyl)-1H-indole-1-carboxylate C(C1=CC=CC=C1)OC=1C=C2C(=CN(C2=CC1)C(=O)OC(C)(C)C)CCCO